ClC1=CC=C(C=C1)CCN1N=C(C=CC1=O)C1=CC=C(C=C1)OC(F)F 2-[2-(4-chlorophenyl)ethyl]-6-[4-(difluoromethoxy)phenyl]pyridazin-3-one